ClC1=CC(NC=C1Cl)=O 4,5-dichloropyridin-2(1H)-one